FC(N1NCC=2N(CC(CC21)CNC(OCCCC)=O)C2=CC=C(C=C2)C(F)(F)F)F butyl ((1-(difluoromethyl)-4-(4-(trifluoromethyl)phenyl)-4,5,6,7-tetrahydro-2H-pyrazolo[4,3-b]pyridin-6-yl)methyl)carbamate